The molecule is a fatty acid ester obtained by the formal condensation of carboxy group of dodecanoic acid with propan-2-ol. A metabolite found in human saliva. It has a role as a human metabolite. It is a fatty acid ester and an isopropyl ester. It derives from a dodecanoic acid. CCCCCCCCCCCC(=O)OC(C)C